C(C)N1N=CC=2C=NC(=CC21)C(=O)OC methyl 1-ethylpyrazolo[4,3-c]pyridine-6-carboxylate